OC1=C(C(=O)C2=C(C=C(C=C2)OC)O)C=C(C(=C1S(=O)(=O)O)OC)S(=O)(=O)O.[Na].[Na] disodium 2,2'-dihydroxy-4,4'-dimethoxydisulfobenzophenone